5-((2-((6-methoxypyridin-3-yl)methyl)-3-oxoisoindolin-1-yl)methyl)-6-methylpyrimidine-4-carbonitrile COC1=CC=C(C=N1)CN1C(C2=CC=CC=C2C1=O)CC=1C(=NC=NC1C)C#N